3-bromo-5-((1-(4-(isobutyryloxy)phenyl)-4-methoxy-3-oxobutan-2-ylimino)methyl)phenyl 4-methylbenzoate CC1=CC=C(C(=O)OC2=CC(=CC(=C2)C=NC(CC2=CC=C(C=C2)OC(C(C)C)=O)C(COC)=O)Br)C=C1